propane-1,3-dicarboxylic acid bis(4-aminophenyl) ester NC1=CC=C(C=C1)OC(=O)CCCC(=O)OC1=CC=C(C=C1)N